[Si]([O-])([O-])([O-])O.[Na+].[Mn+2] Manganese sodium silicate